CC1(N=C(C=N1)C1=C(C(=C(C=C1)OC)F)F)C(=O)NC1=CC(=C(C=C1)C(=O)N1CCN(CC1)C(=O)[C@H]1[N+](CC[C@@H]1O)(C)C)Cl 2-methyl-N-[3-chloro-4-[4-[(2s,3s)-3-hydroxy-1,1-dimethyl-pyrrolidin-1-ium-2-carbonyl]piperazine-1-carbonyl]phenyl]-5-(2,3-difluoro-4-methoxy-phenyl)-imidazole-2-carboxamide